FC=1C=C(C=C(C1)[N+](=O)[O-])C=1OC(=NN1)C 2-(3-fluoro-5-nitrophenyl)-5-methyl-1,3,4-oxadiazole